O1C(=CC=C1C(=O)OCCC)C(=O)OCCC dipropyl 2,5-furandicarboxylate